CC=1N=CC(=NC1)CN (5-methylpyrazine-2-yl)methylamine